N-((3-((4-methoxybenzyl)oxy)-1-(tetrahydro-2H-pyran-2-yl)-1H-pyrazol-4-yl)methyl)pyrido[4,3-d]pyrimidin-4-amine COC1=CC=C(COC2=NN(C=C2CNC=2C3=C(N=CN2)C=CN=C3)C3OCCCC3)C=C1